5-[4-[(3S)-1-(3-fluoropropyl)pyrrolidin-3-yl]oxyphenyl]-6-(2,2,3,3-tetrafluoro-1,4-benzodioxin-6-yl)-8,9-dihydro-7H-benzo[7]annulen-2-ol FCCCN1C[C@H](CC1)OC1=CC=C(C=C1)C1=C(CCCC2=C1C=CC(=C2)O)C2=CC1=C(OC(C(O1)(F)F)(F)F)C=C2